2-{2-[(3-Exo)-8-azabicyclo[3.2.1]oct-3-yl(methyl)amino]imidazo[2,1-b][1,3,4]thiadiazol-6-yl}-5-(1H-pyrazol-4-yl)phenol C12CC(CC(CC1)N2)N(C2=NN1C(S2)=NC(=C1)C1=C(C=C(C=C1)C=1C=NNC1)O)C